N1=CC(=CC=C1)C1=CC=C(CN2C3=C(C=C2)SC=C3C(=O)O)C=C1 4-(4-(pyridin-3-yl)benzyl)-4H-thieno[3,2-b]pyrrole-3-carboxylic acid